4-((5,5-difluorotetrahydro-2H-pyran-3-yl)amino)isoindolin FC1(CC(COC1)NC1=C2CNCC2=CC=C1)F